C(C)N1C(=NC=2C(=NC=3C=C(C=CC3C21)N2N=CC=C2)N)CNCC 1-ethyl-2-[(ethylamino)methyl]-7-(1H-pyrazol-1-yl)-1H-imidazo[4,5-c]quinolin-4-amine